[Ru](Cl)(Cl)Cl.C(CCCCC)=N hexa-animine ruthenium (III) chloride